BrC=1C(=C(C=NC1C)N)C(C)OC 5-bromo-4-(1-methoxyethyl)-6-methylpyridin-3-amine